N-(2,3-dihydroxypropyl)-2-oxo-1-[cis-4-[(3-methoxy-4-methylphenyl)carbamoyl]cyclohexyl]-2,3-dihydro-1H-1,3-benzodiazole-4-carboxamide OC(CNC(=O)C1=CC=CC=2N(C(NC21)=O)[C@@H]2CC[C@@H](CC2)C(NC2=CC(=C(C=C2)C)OC)=O)CO